((1s,3s)-3-Hydroxy-3-methylcyclobutyl)(6-(3-methyl-4-(trifluoromethyl)phenyl)-2-azaspiro[3.3]heptan-2-yl)methanone OC1(CC(C1)C(=O)N1CC2(C1)CC(C2)C2=CC(=C(C=C2)C(F)(F)F)C)C